FC(COC)(F)C=1C(=C(C=CC1)C(C)O)F 1-(3-(1,1-Difluoro-2-methoxyethyl)-2-fluorophenyl)ethan-1-ol